C1(=CC=CC=C1)C=1C=CC=2N(C3=CC=C(C=C3C2C1)C1=CC=CC=C1)C1=C(C(=C(C(=N1)N1C2=CC=C(C=C2C=2C=C(C=CC12)C#N)C#N)N1C2=CC=C(C=C2C=2C=C(C=CC12)C#N)C#N)C1=C(C=CC=C1)C)N1C2=CC=C(C=C2C=2C=C(C=CC12)C#N)C#N 9,9',9''-(6-(3,6-diphenyl-9H-carbazol-9-yl)-4-(o-tolyl)pyridine-2,3,5-triyl)tris(9H-carbazole-3,6-dicarbonitrile)